ClC1=C(C=CC=C1)C1=NN=C(S1)NC(=O)C1=CC(=NO1)C(=O)NOC N5-[5-(2-chlorophenyl)-1,3,4-thiadiazol-2-yl]-N3-methoxy-isoxazole-3,5-dicarboxamide